NC1=NC=2C=CC(=CC2C2=C1C=NN2C)C(=O)N(C)[C@H]2COCC1=NC(=CC=C12)OC 4-amino-N-((5R)-2-methoxy-5,8-dihydro-6H-pyrano[3,4-b]pyridin-5-yl)-N,1-dimethyl-1H-pyrazolo[4,3-c]quinoline-8-carboxamide